ClC1=CC=C(S1)CNC1=CC(=NN1)C1CCN(CC1)CC=1OC=CN1 N-[(5-chlorothiophen-2-yl)methyl]-3-[1-(1,3-oxazol-2-ylmethyl)piperidin-4-yl]-1H-pyrazol-5-amine